ClC=1C=CC=2CCOC3CN(CCC1C32)C(=O)OC(C)(C)C tert-butyl 8-chloro-2-oxa-12-azatricyclo[7.4.1.05,14]tetradeca-5(14),6,8-triene-12-carboxylate